(3S,4S)-N-[2-(1,1-difluoroethyl)-3-fluoro-phenyl]-1-methyl-4-[1-methyl-5-(trifluoromethyl)pyrazol-4-yl]-2-oxo-pyrrolidine-3-carboxamide FC(C)(F)C1=C(C=CC=C1F)NC(=O)[C@H]1C(N(C[C@@H]1C=1C=NN(C1C(F)(F)F)C)C)=O